C1(CCCC1)N(CC(=O)N)C1=C(C=C(C=C1)C=O)F 2-[CYCLOPENTYL(2-FLUORO-4-FORMYLPHENYL)AMINO]ACETAMIDE